5-(tert-butyl)-N-methyl-N-(2-methyl-4-(4,4,5,5-tetramethyl-1,3,2-dioxaborolan-2-yl)benzyl)-1,2,4-oxadiazole-3-carboxamide C(C)(C)(C)C1=NC(=NO1)C(=O)N(CC1=C(C=C(C=C1)B1OC(C(O1)(C)C)(C)C)C)C